C1(CCCC1)NC1=CC=C(C=C1)C1C(CC2C(N1C(C1=C(C=CC=C1C)F)=O)CCC2)C(=O)NC=2C=C1CCN(CC1=CC2)C cis-2-[4-(cyclopentyl-amino)phenyl]-1-(2-fluoro-6-methyl-benzoyl)-N-(2-methyl-3,4-dihydro-1H-isoquinolin-6-yl)-2,3,4,4a,5,6,7,7a-octahydrocyclopenta[b]pyridine-3-carboxamide